FC1=C2NC(C(=NC2=CC=C1CN1CCN(CC1)C=1C=CC(=NC1C)C(=O)NC([2H])([2H])[2H])[C@H](C)F)=O (S)-5-(4-((5-fluoro-2-(1-fluoroethyl)-3-oxo-4H-quinoxalin-6-yl)methyl)piperazin-1-yl)-6-methyl-N-(methyl-d3)pyridine-2-carboxamide